(((5-((dimethylamino)methyl)-1,3-phenylene)bis(methylene))bis(oxy))bis(6-oxohexane-6,1-diyl)bis(decanoate) CN(C)CC=1C=C(C=C(C1)COC(CCCCCCCCCCCCCCC(=O)[O-])=O)COC(CCCCCCCCCCCCCCC(=O)[O-])=O